(5-fluoro-2-(methoxy-d3)-3-(5-methylpyrazin-2-yl)phenyl)carbamic acid tert-butyl ester C(C)(C)(C)OC(NC1=C(C(=CC(=C1)F)C1=NC=C(N=C1)C)OC([2H])([2H])[2H])=O